NC(/C=C/S(=O)(=O)NC(NC1=C2CCCC2=CC=2CCCC12)=O)(C)C (E)-3-amino-N-((1,2,3,5,6,7-hexahydro-s-indacen-4-yl)carbamoyl)-3-methylbut-1-ene-1-sulfonamide